tris(4-carboxyphenyl)-pyrazine C(=O)(O)C1=CC=C(C=C1)C=1N=C(C(=NC1)C1=CC=C(C=C1)C(=O)O)C1=CC=C(C=C1)C(=O)O